3,4-Di-tert-butyl-9H-carbazole C(C)(C)(C)C=1C=CC=2NC3=CC=CC=C3C2C1C(C)(C)C